tert-Butyl ((S)-(7-((S)-amino(cyclopropyl)methyl)imidazo[1,2-a]pyrimidin-2-yl)(4,4-difluorocyclohexyl)methyl)carbamate N[C@H](C1=NC=2N(C=C1)C=C(N2)[C@H](C2CCC(CC2)(F)F)NC(OC(C)(C)C)=O)C2CC2